4-((5-chloro-4-((2'-methyl-3'-oxospiro[cyclopropane-1,1'-isoindolin]-4'-yl)oxy)pyrimidin-2-yl)amino)-3-methoxy-N-(7-methyl-7-azaspiro[3.5]nonan-2-yl)benzamide ClC=1C(=NC(=NC1)NC1=C(C=C(C(=O)NC2CC3(C2)CCN(CC3)C)C=C1)OC)OC1=C3C(N(C2(C3=CC=C1)CC2)C)=O